1-((3S,4R)-4-(3,4-difluorophenyl)-1-(2-methoxyethyl)pyrrolidin-3-yl)-3-(1,5-dimethyl-3-phenyl-1H-pyrazol-4-yl)urea FC=1C=C(C=CC1F)[C@H]1[C@@H](CN(C1)CCOC)NC(=O)NC=1C(=NN(C1C)C)C1=CC=CC=C1